4-(dimethoxymethyl)-1-(4-(3-methoxy-7-methyl-6,7-dihydro-5H-benzo[7]annulen-9-yl)phenyl)piperidine COC(C1CCN(CC1)C1=CC=C(C=C1)C1=CC(CCC2=C1C=CC(=C2)OC)C)OC